C(C)(C)(C)OC(=O)N[C@H](C(=O)N1C[C@H]2[C@@H]([C@H]1C(=O)[O-])CCC2)C(C)(C)C (3S,3aS,6aR)-2-[(2S)-2-(tert-butoxycarbonylamino)-3,3-dimethyl-butanoyl]-3,3a,4,5,6,6a-hexahydro-1H-cyclopenta[c]pyrrole-3-carboxylate